NC1=C2C(=NC(=N1)Cl)N(N=C2)CC=2C=C(C=O)C=C(C2)CCN2C(C=CC(=C2)CO)=O 3-((4-amino-6-chloro-1H-pyrazolo[3,4-d]pyrimidin-1-yl)methyl)-5-(2-(5-(hydroxymethyl)-2-oxopyridin-1(2H)-yl)ethyl)benzaldehyde